2-fluoro-1-(3-(3-(5-methyl-6-(trifluoromethyl)pyridin-3-yl)-1H-pyrazolo[3,4-b]pyridin-1-yl)azetidin-1-yl)prop-2-en-1-one FC(C(=O)N1CC(C1)N1N=C(C=2C1=NC=CC2)C=2C=NC(=C(C2)C)C(F)(F)F)=C